C(C)OC(=O)C=1C=C2C(=C(C=NC2=CC1)S(=O)(=O)C1=CC=C(C=C1)OC)N1CCC(CC1)N1CCN(CC1)C.C(C1CO1)N(C1=CC(=CC=C1)S(=O)(=O)C1=CC=CC=C1)CC1CO1 diglycidyl-3-(phenylsulfonyl)aniline ethyl-3-((4-methoxyphenyl)sulfonyl)-4-(4-(4-methylpiperazin-1-yl)piperidin-1-yl)quinoline-6-carboxylate